2-amino-4-methyl-1,1-diphenylpentane NC(C(C1=CC=CC=C1)C1=CC=CC=C1)CC(C)C